3-(methyl)2-chlorophenyl isothiocyanate CC=1C(=C(C=CC1)N=C=S)Cl